CC1=C(C(CCC1)(C)C)/C=C/C(=C/C=C/C(=C/C=C/C=C(\C)/C=C/C=C(\C)/C=O)/C)/C 8'-apo-β-carotenal